CC1=C(C=C(C(=C1)C)N1C(C2(CC1)CCCCC2)=O)NS(=O)(=O)C(F)(F)F N-[2,4-dimethyl-5-(1-oxo-2-azaspiro[4.5]decan-2-yl)phenyl]-1,1,1-trifluoro-methanesulfonamide